BrC=1C(=CC(=C(C1)C1=CC=C2C(=CN=NC2=C1)NCC1=C(C=C(C=C1)OC)OC)N1N=CC(=C1)N1CCOCC1)OC 7-[5-bromo-4-methoxy-2-(4-morpholinopyrazol-1-yl)phenyl]-N-[(2,4-dimethoxyphenyl)methyl]cinnolin-4-amine